C1(CCCC1)NC=1C2=C(N=C(N1)O)N(C=C2)[C@H]2[C@@H]([C@@H]([C@H](O2)COCP(O)(O)=O)O)O [(2R,3S,4R,5R)-5-[4-(cyclopentylamino)-2-hydroxy-pyrrolo[2,3-d]pyrimidin-7-yl]-3,4-dihydroxy-tetrahydro-furan-2-yl]methoxy-methylphosphonic acid